O=C1N(C(C=C1)=O)CCC(NCC(NCC(NCC(NCC(NCO[C@@H]1CO[C@H]2[C@@H]1OC[C@@H]2NC(OC(C)(C)C)=O)=O)=O)=O)=O)=O tert-butyl ((3S,3aR,6R,6aS)-6-((17-(2,5-dioxo-2,5-dihydro-1H-pyrrol-1-yl)-3,6,9,12,15-pentaoxo-2,5,8,11,14-pentaazaheptadecyl)oxy)hexahydrofuro[3,2-b]furan-3-yl)carbamate